OCC1=CC=2N(C=C1)N=C(C2)C(=O)OCC Ethyl 5-(hydroxymethyl)pyrazolo[1,5-a]pyridine-2-carboxylate